C(C1=CC=CC=C1)(=O)N1C[C@@H](CCC1)C(=O)NCCOC |r| (±)-1-benzoyl-N-(2-methoxyethyl)piperidine-3-carboxamide